(R)-3-(methyl(2-oxo-4-(o-tolyl)-2H-chromen-7-yl)amino)butanoic acid CN([C@@H](CC(=O)O)C)C1=CC=C2C(=CC(OC2=C1)=O)C1=C(C=CC=C1)C